C1(C\C=C/CCCCCCCCCCCCCCC)C(=O)OC1=O cis-3-nonadecene-1,1-dicarboxylic anhydride